ethyl 2,4-dimethyl-1-(4-(trifluoromethoxy) phenyl)-1H-imidazole-5-carboxylate CC=1N(C(=C(N1)C)C(=O)OCC)C1=CC=C(C=C1)OC(F)(F)F